phytoyl-CoA C(\C=C(/C)\CCC[C@H](C)CCC[C@H](C)CCCC(C)C)(=O)SCCNC(CCNC([C@@H](C(COP(OP(OC[C@@H]1[C@H]([C@H]([C@@H](O1)N1C=NC=2C(N)=NC=NC12)O)OP(=O)(O)O)(=O)O)(=O)O)(C)C)O)=O)=O